FS(C1=CC=C(OC=2C(=NC=CN2)C=2C=C3C(=CC=NC3=CC2)N)C=C1)(F)(F)(F)F 6-(3-(4-(pentafluoro-λ6-sulfaneyl)phenoxy)pyrazin-2-yl)quinolin-4-amine